ClC1=C2C=C(NC2=C(C=C1)Cl)C(=O)N1[C@@H]([C@@H]2[C@H](C1)CCC2)C(=O)N[C@@H](C[C@H]2C(NCC2)=O)C#C (1S,3aR,6aS)-2-(4,7-dichloro-1H-indole-2-carbonyl)-N-[(2S)-1-[(3S)-2-oxopyrrolidin-3-yl]but-3-yn-2-yl]-hexahydro-1H-cyclopenta[c]pyrrole-1-carboxamide